BrC1=CC=C(C=C1)N(C1=CC(=CC=C1)N(C1=CC=CC=C1)C1=CC=CC=C1)C1=CC=CC=C1 N1-(4-bromophenyl)-N1,N3,N3-triphenylbenzene-1,3-diamine